Cl.O1C=CC=2C1=CC=CC2S(=O)(=O)N2C=C(C=C2C2=C(C=CC=C2)F)CNC {[1-(1-benzofuran-4-sulfonyl)-5-(2-fluorophenyl)-1H-pyrrol-3-yl]methyl}(methyl)amine hydrochloride